p-phenylenediphenol C1(=CC=C(C=C1)C1=C(C=CC=C1)O)C1=C(C=CC=C1)O